5-amino-3-(7-((5-fluoro-2-methoxybenzamido)methyl)-1H-pyrrolo[2,3-c]pyridin-4-yl)-1-(oxetan-3-yl)-1H-pyrazole-4-carboxamide NC1=C(C(=NN1C1COC1)C1=C2C(=C(N=C1)CNC(C1=C(C=CC(=C1)F)OC)=O)NC=C2)C(=O)N